C(#N)C1=CC(=C(OC(C)C2=NC=CC(=N2)OC2CCN(CC2)CC2=NC3=C(N2C[C@H]2OCC2)C=C(C=C3)C(=O)O)C=C1)F 2-{[4-({2-[1-(4-cyano-2-fluorophenoxy)ethyl]pyrimidin-4-yl}oxy)piperidin-1-yl]methyl}-1-{[(2S)-oxetan-2-yl]methyl}-1H-1,3-benzodiazole-6-carboxylic acid